N(N)C(=O)C1=CC=CC(=N1)N1CC=2C(=NC(=CC2C1=O)C1(CC1)C)CN(C(OC(C)(C)C)=O)C tert-butyl ({2-[6-(hydrazinecarbonyl)pyridin-2-yl]-6-(1-methylcyclopropyl)-1-oxo-2,3-dihydro-1H-pyrrolo[3,4-c]pyridin-4-yl}methyl)methylcarbamate